CN(CC(=O)N1CCC(CC1)C=1C=NC(=C(C1)F)C1=NNC(=C1C(C)C)C=1C=C(C=2N(C1)N=CN2)OC)C 2-(dimethylamino)-1-(4-(5-fluoro-6-(4-isopropyl-5-(8-methoxy-[1,2,4]triazolo[1,5-a]pyridin-6-yl)-1H-pyrazol-3-yl)pyridin-3-yl)piperidin-1-yl)ethan-1-one